((((2-carboxyethyl)thio)thiocarbonyl)thio)-4-cyanopentanoic acid C(=O)(O)CCSC(=S)SC(C(=O)O)CC(C)C#N